5,6,7,8-tetrahydro-4H-cyclohepta[b]thiophen-7-amine hydrochloride Cl.S1C2=C(C=C1)CCCC(C2)N